(S)-2-((7-(4-chloro-2-fluorophenethoxy)-3,4-dihydroisoquinolin-2(1H)-yl)methyl)-1-((oxetan-2-yl)methyl)-1H-benzo[d]imidazole-6-carboxylic acid methyl ester COC(=O)C=1C=CC2=C(N(C(=N2)CN2CC3=CC(=CC=C3CC2)OCCC2=C(C=C(C=C2)Cl)F)C[C@H]2OCC2)C1